CC1=C(C=CC(=C1)C1=NN(C=N1)C1=CC=C(C=C1)OC(C(F)(F)F)(F)F)NC(=O)\N=C\1/SCC(N1C1=CC=CC2=CC=CC=C12)=O (Z)-1-(2-methyl-4-(1-(4-(perfluoroethoxy)phenyl)-1H-1,2,4-triazol-3-yl)phenyl)-3-(3-(naphthalen-1-yl)-4-oxothiazolidine-2-ylidene)urea